C(C1=CC=CC=C1)N1\C(\C=CC2=CC=CN=C12)=C\C(=O)C1=CC=CC=C1 (E)-2-(1-benzyl-1,8-naphthyridine-2(1H)-ylidene)-1-phenylethane-1-one